4-(4-fluoro-1-methyl-1H-indazol-3-yl)benzoamide FC1=C2C(=NN(C2=CC=C1)C)C1=CC=C(C(=O)N)C=C1